(S)-1-(4-(6-chloro-7-(8-chloro-7-fluoronaphthalen-1-yl)-2-((tetrahydro-1H-pyrrolizin-7a(5H)-yl)methoxy)quinazolin-4-yl)-3-methylpiperazin-1-yl)prop-2-en-1-one ClC=1C=C2C(=NC(=NC2=CC1C1=CC=CC2=CC=C(C(=C12)Cl)F)OCC12CCCN2CCC1)N1[C@H](CN(CC1)C(C=C)=O)C